O-(p-toluenesulfonyl)-hydroxylammonium hydrogensulfate S(=O)(=O)(O)[O-].CC1=CC=C(C=C1)S(=O)(=O)O[NH3+]